CC1(CC(CC1)OC=1C=C(C=CC1)B1OC(C(O1)(C)C)(C)C)C 2-[3-(3,3-dimethylcyclopentoxy)phenyl]-4,4,5,5-tetramethyl-1,3,2-dioxaborolane